BrC(C(=O)OCC)C1=C2C(COCC2=CC=C1)(C)C ethyl 2-bromo-2-(4,4-dimethylisochroman-5-yl)acetate